N-(2-((S)-3,4-dimethylpiperazin-1-yl)-5-((6-((R)-3-(3-fluoro-5-(trifluoromethyl)phenyl)isoxazolidin-2-yl)pyrimidin-4-yl)amino)-4-methoxyphenyl)acrylamide C[C@H]1CN(CCN1C)C1=C(C=C(C(=C1)OC)NC1=NC=NC(=C1)N1OCC[C@@H]1C1=CC(=CC(=C1)C(F)(F)F)F)NC(C=C)=O